ClC=1C=C(C=CC1)CCC[C@H](NC([C@@H](COC)NC(=O)C1=NC=CN=C1)=O)B(O)O ((R)-4-(3-chlorophenyl)-1-((R)-3-methoxy-2-(pyrazine-2-carboxamido)propanamido)butyl)boronic acid